(S,E)-1-(4-((2-(4-(4-(2-amino-4-(difluoromethyl)pyrimidin-5-yl)-6-(3-methylmorpholino)-1,3,5-triazin-2-yl)piperazin-1-yl)-2-oxoethoxy)methyl)piperidin-1-yl)-4-morpholinobut-2-en-1-one NC1=NC=C(C(=N1)C(F)F)C1=NC(=NC(=N1)N1[C@H](COCC1)C)N1CCN(CC1)C(COCC1CCN(CC1)C(\C=C\CN1CCOCC1)=O)=O